C1(CC1)COC1=CC(=NC=C1)[Sn](C)(C)C 4-cyclopropylmethoxy-2-(trimethylstannyl)pyridine